BrC1=C(C(=C(C(=O)N2[C@H](CN(CC2)C(=O)OC(C)(C)C)CCO)C=C1Cl)F)F tert-Butyl (3S)-4-(4-bromo-5-chloro-2,3-difluorobenzoyl)-3-(2-hydroxyethyl)piperazine-1-carboxylate